O=S1(CC2(C1)CN(C2)C(=O)N)=O 2,2-dioxo-2λ^{6}-thia-6-azaspiro[3.3]heptane-6-carboxamide